3-chloro-6-(4-fluorophenylmethyl)-5-(methylthio)-1,2,4-triazine ClC=1N=NC(=C(N1)SC)CC1=CC=C(C=C1)F